ClC=1C=C(C#N)C=C(C1)OC1=C(N=CN(C1=O)CC1=NNC(C(=C1)C1=CC(=CC(=C1)OC)F)=O)C(F)(F)F 3-chloro-5-((1-((5-(3-fluoro-5-methoxyphenyl)-6-oxo-1,6-dihydropyridazin-3-yl)methyl)-6-oxo-4-(trifluoromethyl)-1,6-dihydropyrimidin-5-yl)oxy)benzonitrile